O1CC(C1)N1C(=NC(=C1)C(F)(F)F)C1=CC=C(C=C1)CC=1C2=C(N=C(N1)C=1C(=NC=CC1)C(C)C)NC(C2)=O [4-[1-(oxetan-3-yl)-4-(trifluoromethyl)-1H-imidazol-2-yl]phenylmethyl]-2-[2-(propan-2-yl)pyridin-3-yl]-5H,6H,7H-pyrrolo[2,3-d]pyrimidin-6-one